C1(CCCCC1)NCC(CS(=O)(=O)O)O 3-(cyclohexylamino)-2-hydroxy-1-propansulfonic acid